tert-butyl (S)-2-(4-bromo-5-fluoro-1H-pyrrolo[2,3-b]pyridin-2-yl)morpholine-4-carboxylate BrC1=C2C(=NC=C1F)NC(=C2)[C@@H]2CN(CCO2)C(=O)OC(C)(C)C